(4-(2,3-dimethylpyridin-4-yl)cyclohex-3-en-1-yl)carbamic acid tert-butyl ester C(C)(C)(C)OC(NC1CC=C(CC1)C1=C(C(=NC=C1)C)C)=O